ClC1=C(C=CC=2N=C(SC21)C)C2=NNC1=NC(=NC(=C12)C#N)N1[C@H]2CC(C[C@@H]1CC2)NC([O-])=O ((1R,3s,5S)-8-(3-(7-chloro-2-methylbenzo[d]thiazol-6-yl)-4-cyano-1H-pyrazolo[3,4-d]pyrimidin-6-yl)-8-azabicyclo[3.2.1]oct-3-yl)carbamate